((4S,5S)-5-(2-aminophenyl)-2,2-dimethyl-1,3-dioxolan-4-yl)methanol NC1=C(C=CC=C1)[C@H]1[C@@H](OC(O1)(C)C)CO